[C@H]12OCCC[C@@H]2CC1 (1S,6R,7R)-2-oxabicyclo[4.2.0]octan